(R)-2-Methyl-3-(1-((4-methyl-7-(methylamino)-6-(5-azaspiro[2.4]heptane-5-carbonyl)phthalazin-1-yl)amino)ethyl)benzonitrile CC1=C(C#N)C=CC=C1[C@@H](C)NC1=NN=C(C2=CC(=C(C=C12)NC)C(=O)N1CC2(CC2)CC1)C